CC1=C(C(=O)NC=2CC(N=CC2)C(F)(F)F)C=CC=C1C1=C2C=CC=NC2=CC=C1 2-methyl-3-(quinolin-5-yl)-N-(2-(trifluoromethyl)-2,3-dihydropyridin-4-yl)benzamide